C(C)O[C@H]1CN(CC[C@@H]1OC1=C(C=CC=C1)C(F)(F)F)C1=CC(N(C=2C=CC(=NC12)C#N)C)=O 8-((3S,4S)-3-Ethoxy-4-(2-(trifluoromethyl)phenoxy)piperidin-1-yl)-5-methyl-6-oxo-5,6-dihydro-1,5-naphthyridin-2-carbonitril